ClC1=C(C=C(CN2C3=C(OCC2=O)C=CC(=C3)C(=O)NO)C=C1)C(F)(F)F 4-(4-chloro-3-(trifluoromethyl)benzyl)-N-hydroxy-3-oxo-3,4-dihydro-2H-benzo[b][1,4]oxazine-6-carboxamide